N1C(CC(CC1([2H])[2H])OCC1CCNCC1)([2H])[2H] 4-(((piperidin-4-yl-2,2,6,6-d4)oxy)methyl)piperidine